2,3,5,6-Tetramethylphenylphosphine oxide CC1=C(C(=C(C=C1C)C)C)[PH2]=O